6-Chloro-3-[[(1R)-1-(2-cyclopropyl-3,6-dimethyl-4-oxo-chromen-8-yl)ethyl]-amino]-N'-hydroxy-pyridine-2-carboxamidine ClC1=CC=C(C(=N1)C(=NO)N)N[C@H](C)C=1C=C(C=C2C(C(=C(OC12)C1CC1)C)=O)C